O1CC(C2=C1C=CC=C2)=O 2,3-dihydrobenzofuran-3-one